ClC=1C(=C2C=CN(C2=CC1)C)CC(=O)O 2-(5-chloro-1-methyl-1H-indol-4-yl)acetic acid